C1=CC=CC=2C3=CC=CC=C3C(C12)COC(=O)N[C@H](C(=O)O)CN1CC2=CC=CC=C2C1 (S)-2-((((9H-fluoren-9-yl)methoxy)carbonyl)amino)-3-(isoindolin-2-yl)propanoic acid